4-(5-(3,5-dichlorophenyl)-5-(trifluoromethyl)-4,5-dihydroisoxazol-3-yl)-1-naphthoic acid ClC=1C=C(C=C(C1)Cl)C1(CC(=NO1)C1=CC=C(C2=CC=CC=C12)C(=O)O)C(F)(F)F